FC=1C(=NC=C(C1)C=1N(C(C2=CC(=CC(=C2C1)[C@@H](C)NC1=C(C(=O)O)C=CC=C1)F)=O)C)C1=CC(N(C=C1F)C)=O (R)-2-((1-(3-(3,5'-difluoro-1'-methyl-2'-oxo-1',2'-dihydro-[2,4'-bipyridin]-5-yl)-7-fluoro-2-methyl-1-oxo-1,2-dihydroisoquinolin-5-yl)ethyl)amino)benzoic acid